5-(5-methoxypyridin-3-yl)-2-(pyridin-2-yl)-1H-indole COC=1C=C(C=NC1)C=1C=C2C=C(NC2=CC1)C1=NC=CC=C1